O(C1=C(C=CC=C1)C(C)C)C1=C(C=CC=C1)C(C)C 2,2'-oxybis(isopropylbenzene)